NC[C@@]1([C@@H]2CCN(C[C@H]12)C1=CN=C2C(=N1)NN=C2C=2C(=C1C=CN(C(C1=CC2)=O)C)F)C2=C(C=CC=C2)F 6-(6-((1S,6R,7R)-7-(aminomethyl)-7-(2-fluorophenyl)-3-azabicyclo[4.1.0]heptan-3-yl)-1H-pyrazolo[3,4-b]pyrazin-3-yl)-5-fluoro-2-methylisoquinolin-1(2H)-one